7-((2-hydroxyethyl)amino)-1-(4-(trifluoromethyl)phenyl)-1,2,3,4-tetrahydro-5H-benzo[b]azepin-5-one OCCNC1=CC2=C(N(CCCC2=O)C2=CC=C(C=C2)C(F)(F)F)C=C1